ClC1=CC=C(CN2C(N=C(C3=C2C=C(C=N3)N3CCOCC3)N[C@@H](CO)C(C)C)=O)C=C1 1-(4-chlorobenzyl)-4-{[(2R)-1-hydroxy-3-methylbutan-2-yl]amino}-7-(morpholin-4-yl)pyrido[3,2-d]pyrimidin-2(1H)-one